3-(((2R)-2-(difluoromethyl)-4-(3-fluoro-2-(1H-1,2,3,4-tetrazol-5-yl)-5-isobutylphenyl)piperazin-1-yl)methyl)pyridazine FC([C@@H]1N(CCN(C1)C1=C(C(=CC(=C1)CC(C)C)F)C1=NN=NN1)CC=1N=NC=CC1)F